C(=CC)N1CCC(CC1)N1N=CC=2C1=NC(=NC2NC(=O)C=2SC(=CC2)[N+](=O)[O-])C=2C=NC(=CC2)F N-(1-(1-propenylpiperidin-4-yl)-6-(6-fluoropyridin-3-yl)-1H-pyrazolo[3,4-d]pyrimidin-4-yl)-5-nitrothiophene-2-carboxamide